1-(6-(4-((1-(4-((1R,2S)-6-hydroxy-2-phenyl-1,2,3,4-tetrahydronaphthalen-1-yl)phenyl)piperidin-4-yl)methyl)piperazin-1-yl)-1-methyl-1H-indazol-3-yl)dihydropyrimidine-2,4(1H,3H)-dione OC=1C=C2CC[C@@H]([C@@H](C2=CC1)C1=CC=C(C=C1)N1CCC(CC1)CN1CCN(CC1)C1=CC=C2C(=NN(C2=C1)C)N1C(NC(CC1)=O)=O)C1=CC=CC=C1